(2R,4S) and (2S,4S)-2-(2-(3-acetyl-5-(2-methylpyrimidin-5-yl)-1H-indazol-1-yl)acetyl)-N-(6-bromopyridin-2-yl)-4-fluoropyrrolidine-1-carboxamide C(C)(=O)C1=NN(C2=CC=C(C=C12)C=1C=NC(=NC1)C)CC(=O)[C@@H]1N(C[C@H](C1)F)C(=O)NC1=NC(=CC=C1)Br |&1:22|